5-(5-chloro-6-methoxy-3-pyridinyl)-2-[[3-methyl-5-(6-methylpyridazin-3-yl)triazol-4-yl]methyl]pyridazin-3-one ClC=1C=C(C=NC1OC)C1=CC(N(N=C1)CC=1N(N=NC1C=1N=NC(=CC1)C)C)=O